diallyl-heptaethylene glycol C(C=C)C(COCCOCCOCCOCCOCCOCCO)(CC=C)O